(3-isopropyl-1,1,2,6-tetramethyl-5-indanyl)-1-ethanone C(C)(C)C1C(C(C2=CC(=C(C=C12)C(C)=O)C)(C)C)C